2-Fluorobenzoic acid 2-(((4-methoxy-3,5-dimethylpyridin-2-yl) methyl) sulfinyl)-1H-benzo[d]imidazol-5-yl ester COC1=C(C(=NC=C1C)CS(=O)C1=NC2=C(N1)C=CC(=C2)OC(C2=C(C=CC=C2)F)=O)C